ClC1=C(N=C(C(=N1)C(=O)OC)NC=1C(=NN(C1)C(C)(C)C#N)C)NC methyl 6-chloro-3-[[1-(1-cyano-1-methyl-ethyl)-3-methyl-pyrazol-4-yl]amino]-5-(methylamino)pyrazine-2-carboxylate